Methyl (S)-3-(6-bromo-4-oxoquinazolin-3(4H)-yl)-2-((tert-butoxycarbonyl)amino)propanoate BrC=1C=C2C(N(C=NC2=CC1)C[C@@H](C(=O)OC)NC(=O)OC(C)(C)C)=O